azido-2'-deoxycytidine 5'-triphosphate P(O)(=O)(OP(=O)(O)OP(=O)(O)O)OC[C@@H]1[C@H](C[C@@](O1)(N1C(=O)N=C(N)C=C1)N=[N+]=[N-])O